ethyl 2-(2-(chloromethyl) allyl)-4-methylenepyrrolidine-2-carboxylate ClCC(CC1(NCC(C1)=C)C(=O)OCC)=C